digluconic acid amide O=C([C@H](O)[C@@H](O)[C@H](O)[C@H](O)CO)N.O=C([C@H](O)[C@@H](O)[C@H](O)[C@H](O)CO)N